(1R,2S)-5'-methoxy-2-(3-{[5-methoxy-2-(methylsulfanyl)pyrimidin-4-yl]amino}-1H-indazol-6-yl)spiro[cyclopropane-1,3'-indol]-2'(1'H)-one COC=1C=C2[C@]3(C(NC2=CC1)=O)[C@@H](C3)C3=CC=C1C(=NNC1=C3)NC3=NC(=NC=C3OC)SC